ClC=1C=C(C=CC1F)C(O)C=1N(C=C(N1)C)COCC[Si](C)(C)C (3-chloro-4-fluorophenyl)(4-methyl-1-((2-(trimethylsilyl)ethoxy)methyl)-1H-imidazol-2-yl)methanol